5,8-dihydroxynaphthoquinone C1=CC(=C2C(=O)C=CC(=O)C2=C1O)O